tert-butyl 8-(2-aminoethyl)-2,8-diazaspiro[4.5]decane-2-carboxylate NCCN1CCC2(CCN(C2)C(=O)OC(C)(C)C)CC1